CC1(OB(OC1(C)C)C1=CC2=C(C(OC2)C(F)(F)F)C=C1)C 4,4,5,5-tetramethyl-2-[1-(trifluoromethyl)-1,3-dihydro-2-benzofuran-5-yl]-1,3,2-dioxaborolane